O.S(=O)(=O)([O-])OS(=O)(=O)[O-].[Ca+2] calcium disulfate monohydrate